2-[1-(2,5-dimethyl-3-furyl)-2-methylpropylidene]-3-isopropylidenesuccinic anhydride CC=1OC(=CC1C(C(C)C)=C1C(=O)OC(C1=C(C)C)=O)C